(S)-4-((2-(2-methyl-[1,1'-biphenyl]-3-yl)-6-(methylthio)benzo[d]oxazol-5-yl)methyl)morpholine-3-carboxylic acid CC1=C(C=CC=C1C=1OC2=C(N1)C=C(C(=C2)SC)CN2[C@@H](COCC2)C(=O)O)C2=CC=CC=C2